3-(6-bromo-2-oxopyrrolo[4,3,2-de]quinazolin-1(2H)-yl)piperidine BrC1=CC=C2C3=C(N=CN=C13)C(N2C2CNCCC2)=O